(3R)-N-[3-[8-[2-[2-(2-aminoethoxy)ethoxy]ethyl]-2-(cyclopropylmethylamino)-7-oxopyrido[2,3-d]pyrimidin-6-yl]-2,4-difluorophenyl]-3-fluoropyrrolidine-1-sulfonamide hydrochloride Cl.NCCOCCOCCN1C(C(=CC2=C1N=C(N=C2)NCC2CC2)C=2C(=C(C=CC2F)NS(=O)(=O)N2C[C@@H](CC2)F)F)=O